ClC1=CC(=C(C=C1)NS(=O)(=O)C)NC1=NC(=NC=C1Cl)NC1=C(C=C(C(=C1)C)N1CCC(CC1)N1CCN(CCC1)C)Cl N-(4-chloro-2-((5-chloro-2-((2-chloro-5-methyl-4-(4-(4-methyl-1,4-diazepan-1-yl)piperidin-1-yl)phenyl)amino)pyrimidin-4-yl)amino)phenyl)methanesulfonamide